Fmoc-5-fluoro-DL-tryptophan C(=O)(OCC1C2=CC=CC=C2C2=CC=CC=C12)N[C@@H](CC1=CNC2=CC=C(C=C12)F)C(=O)O |r|